di(octyl) adipate C(CCCCC(=O)OCCCCCCCC)(=O)OCCCCCCCC